ClC1=CC=C(C=C1)C(O)C1=NC=CC=C1F (4-Chlorophenyl)(3-fluoropyridin-2-yl)methanol